O=C1NC2=C(N1[C@@H]1CC[C@@H](CC1)C(NC1=CC(=C(C=C1)C)OC)=O)C=CC=C2C(=O)N2C(CCC2)C(=O)N 1-{2-oxo-1-[cis-4-[(3-methoxy-4-methylphenyl)carbamoyl]cyclohexyl]-2,3-dihydro-1H-1,3-benzodiazole-4-carbonyl}pyrrolidine-2-carboxamide